1-(4-butylbenzoyl)-3,4-methylenedioxy-6-aminobenzene C(CCC)C1=CC=C(C(=O)C2=CC3=C(C=C2N)OCO3)C=C1